C(C)OC(CCC(C(C)=O)C(C1=CC=CC=C1)=O)=O 4-Benzoyl-5-oxo-hexanoic acid ethyl ester